1-chloromethyl-diethoxysilane ClC[SiH](OCC)OCC